(E)-N-(4-(1-(6-(4-(5-((2-(2,6-dioxopiperidin-3-yl)-1-oxoisoindoline-4-yl)thio)pentanoyl)piperazin-1-yl)nicotinoyl)piperidin-4-yl)butyl)-3-(pyridin-3-yl)acrylamide O=C1NC(CCC1N1C(C2=CC=CC(=C2C1)SCCCCC(=O)N1CCN(CC1)C1=NC=C(C(=O)N2CCC(CC2)CCCCNC(\C=C\C=2C=NC=CC2)=O)C=C1)=O)=O